O[C@H](COC=1C=C(C=CC1)S(=O)(=O)NC)CNC1COC2(C1)CCN(CC2)S(=O)(=O)C2=CC=C(C=C2)CO 3-((2S)-2-hydroxy-3-(8-(4-(hydroxymethyl)phenylsulfonyl)-1-oxa-8-azaspiro[4.5]decan-3-ylamino)propoxy)-N-methylbenzenesulfonamide